N1(CCCC1)CCN1N=CC(=C1)B1OC(C(O1)(C)C)(C)C 1-[2-(pyrrolidin-1-yl)ethyl]-4-(4,4,5,5-tetramethyl-1,3,2-dioxaborolan-2-yl)-1H-Pyrazole